FC1=CC=C(C=N1)C=1C(=NC(=CC1)C)N1CCC(CC1)C=1N(C=NN1)C 5-(1-(6'-fluoro-6-methyl-[3,3'-bipyridin]-2-yl)piperidin-4-yl)-4-methyl-4H-1,2,4-triazol